(R)-5-methyl-2-(7-methyl-4-((1-methylpiperidin-3-yl)amino)phthalazin-1-yl)phenol CC=1C=CC(=C(C1)O)C1=NN=C(C2=CC=C(C=C12)C)N[C@H]1CN(CCC1)C